CN1N=C(C(=C1)C(=O)O\N=C\C1=C(C=CC=C1)Br)C(F)F (E)-2-bromobenzaldehyde O-(1-methyl-3-(difluoromethyl)-1H-pyrazole-4-carbonyl) oxime